2-{2-[(5-amino-1-{6-[(2,6-difluorophenyl)oxy]-4-methylpyridin-3-yl}pyrazol-4-yl)carbonyl]-6,7,8,9-tetrahydro-3H-pyrrolo[3,2-f]isoquinolin-7-yl}-N,N-dimethylacetamide NC1=C(C=NN1C=1C=NC(=CC1C)OC1=C(C=CC=C1F)F)C(=O)C1=CC2=C3CCN(CC3=CC=C2N1)CC(=O)N(C)C